BrC=1C=C2C(=NC(=NC2=C(C1F)I)C)OCC1=CC=C(C=C1)OC 6-bromo-7-fluoro-8-iodo-4-[(4-methoxyphenyl)methoxy]-2-methylquinazoline